C1(CC1)CN1C(N(CC12CCC(CC2)(C2=CC=CC=C2)NC)C2=C(C=C(C=C2)S(=O)(=O)C)F)=O 1-(cyclopropyl-methyl)-3-(2-fluoro-4-methylsulfonyl-phenyl)-8-methylamino-8-phenyl-1,3-diazaspiro[4.5]decan-2-one